1-(5-{[(5-Chlorothiophen-2-yl)methyl]amino}-3-(4-{[4-(hydroxymethyl)-1,3-oxazol-2-yl]methyl}piperazin-2-yl)-1H-pyrazol-1-yl)-2,2-dimethylpropan-1-on ClC1=CC=C(S1)CNC1=CC(=NN1C(C(C)(C)C)=O)C1NCCN(C1)CC=1OC=C(N1)CO